menthan-9-yl acetate C(C)(=O)OCC(C1CCC(CC1)C)C